2,2,2-Trifluoro-1-(2-(5-methoxy-2-(1-methyl-1H-pyrazol-4-yl)-4-nitrobenzeneyl)-2,6-dihydropyrrolo[3,4-c]pyrazol-5(4H)-yl)ethan-1-one FC(C(=O)N1CC2=NN(C=C2C1)C1=C(C=C(C(=C1)OC)[N+](=O)[O-])C=1C=NN(C1)C)(F)F